1-(4-(5-(chlorodifluoromethyl)-1,2,4-oxadiazol-3-yl)benzyl)-1H-1,2,4-triazol-3-amine ClC(C1=NC(=NO1)C1=CC=C(CN2N=C(N=C2)N)C=C1)(F)F